6-acetyl-4-phenoxy-pyridine-3-carboxylic acid methyl ester COC(=O)C=1C=NC(=CC1OC1=CC=CC=C1)C(C)=O